C(C)(C)N(P(N(C(C)C)C(C)C)OCCCCCC)C(C)C N,N,N',N'-tetraisopropyl-1-hexyloxyphosphanediamine